O[C@H]1[C@@H]([C@@H]2[C@@H](OC[C@H](CC2)CCCC(=O)O)C1)\C=C\[C@H](COC1=CC=C(C=C1)C)O 4-{(3S,5aR,6R,7R,8aS)-7-hydroxy-6-[(1E,3R)-3-hydroxy-4-(4-methylphenoxy)-1-buten-1-yl]octahydro-2H-cyclopenta[b]oxepin-3-yl}butanoic acid